C1(=CC=CC=C1)C(C)C1=CC=CC=C1 Diphenyl-ethan